(3-chloropropyl)-benzimidazole ClCCCC=1NC2=C(N1)C=CC=C2